4,5-bis(trifluoromethyl)-1,2-dibromobenzene FC(C1=CC(=C(C=C1C(F)(F)F)Br)Br)(F)F